2-isobutyl-2-ethoxymethyl-1,3-dimethoxycyclohexane C(C(C)C)C1(C(CCCC1OC)OC)COCC